triazolo[1,5-a]pyrazine-2-carboxamide N1N(C=C2N1C=CN=C2)C(=O)N